5-(1-naphthyl)pentyl methacrylate C(C(=C)C)(=O)OCCCCCC1=CC=CC2=CC=CC=C12